diphenylmethylamine iron (II) chloride [Fe](Cl)Cl.C1(=CC=CC=C1)C(C1=CC=CC=C1)N